(4-Trimethylsilylethynyl-phenyl)-methanol C[Si](C)(C)C#CC1=CC=C(C=C1)CO